7-(1-methyl-1H-pyrazol-4-yl)-4-(3-methyl-5-phenyl-1H-pyrazol-4-yl)quinazoline CN1N=CC(=C1)C1=CC=C2C(=NC=NC2=C1)C=1C(=NNC1C1=CC=CC=C1)C